CC1=C(C=CC=C1C(F)(F)F)C(C)NC1=CC=NC2=CC=CC=C12 4-((1-(2-methyl-3-(trifluoromethyl)phenyl)ethyl)amino)quinolin